CC(CN1C(C=CC1=O)=O)(CC(CCN1C(C=CC1=O)=O)C)C 1,1'-(2,2,4-trimethylhexane-1,6-diyl)bis(1H-pyrrole-2,5-dione)